3-chloro-5-(4-methyl-1,3-thiazol-2-yl)pyridine ClC=1C=NC=C(C1)C=1SC=C(N1)C